3-methacryloxypropylpentamethyldisiloxane C(C(=C)C)(=O)OCCC[Si](O[Si](C)(C)C)(C)C